C(C)(C)(C)[S@@](=O)N=C1CCCCC2=C(N(C=C21)C)C(=O)NC2=CC(=C(C=C2)F)Cl (R)-4-((tert-butylsulfinyl)imino)-N-(3-chloro-4-fluorophenyl)-2-methyl-2,4,5,6,7,8-hexahydrocyclohepta[C]pyrrole-1-carboxamide